C(C)(=O)O.C(C)(=O)O.[N+](=O)([O-])C1=C(C=O)OC=C1 Nitro-Furfural diacetate